2-(thien-2-yl)-2-oxoacetamide S1C(=CC=C1)C(C(=O)N)=O